6-(3,5-dimethylpyrazol-1-yl)-2-[1-(1-methyl-6-oxopyrimidin-4-yl)piperidin-4-yl]pyridazin-3-one CC1=NN(C(=C1)C)C=1C=CC(N(N1)C1CCN(CC1)C=1N=CN(C(C1)=O)C)=O